3-(4-((4-(piperidin-1-ylmethyl)benzyl)amino)phenyl)piperidine-2,6-dione N1(CCCCC1)CC1=CC=C(CNC2=CC=C(C=C2)C2C(NC(CC2)=O)=O)C=C1